Cl.N1CC(C1)C=1C=C2C(=NC=NC2=CC1OCCOC)NC1=C(C(=C(C=C1)Cl)Cl)F 6-(azetidin-3-yl)-N-(3,4-dichloro-2-fluorophenyl)-7-(2-methoxyethoxy)quinazolin-4-amine hydrochloride